N-(5-bromo-3-fluoropyridin-2-yl)-2-chlorobenzenesulfonamide BrC=1C=C(C(=NC1)NS(=O)(=O)C1=C(C=CC=C1)Cl)F